2-cyano-1-(6-(1-(furoyl)pyrrolidine-3-yl)hexyl)-3-(3-pyridinyl)guanidine C(#N)N=C(NCCCCCCC1CN(CC1)C(=O)C=1OC=CC1)NC=1C=NC=CC1